C(#N)C1=CC2=C(C(=C(O2)C)C(=O)O)C=C1OCC1=C(N=CS1)C 6-cyano-2-methyl-5-((4-methylthiazol-5-yl)methoxy)benzofuran-3-carboxylic acid